1-(4-(6-hydroxyhex-1-yn-1-yl)phenyl)dihydropyrimidine-2,4(1H,3H)-dione OCCCCC#CC1=CC=C(C=C1)N1C(NC(CC1)=O)=O